1-(4-Methoxyphenyl)-1,2,3-propanetriol COC1=CC=C(C=C1)C(C(CO)O)O